2-(3,5-difluorophenyl)-2-methyl-4-hydroxy-5-amino-3(2H)-furanone FC=1C=C(C=C(C1)F)C1(OC(=C(C1=O)O)N)C